6-(4-Fluoro-2-(4-(methyl-d3)-4H-1,2,4-triazol-3-yl)phenyl)isoindolin-1-one FC1=CC(=C(C=C1)C1=CC=C2CNC(C2=C1)=O)C1=NN=CN1C([2H])([2H])[2H]